(S)-7-(8-chloronaphthalen-1-yl)-2-(methylthio)-7,8-dihydro-5H-pyrano[4,3-d]pyrimidin-4-ol ClC=1C=CC=C2C=CC=C(C12)[C@@H]1CC=2N=C(N=C(C2CO1)O)SC